2-methyl-6-ethyl-4-isobutoxyphenol CC1=C(C(=CC(=C1)OCC(C)C)CC)O